tert-Butyl 4-(4-((1R,2S)-6-methoxy-2-phenyl-1,2,3,4-tetrahydronaphthalen-1-yl)phenyl)piperazine-1-carboxylate COC=1C=C2CC[C@@H]([C@@H](C2=CC1)C1=CC=C(C=C1)N1CCN(CC1)C(=O)OC(C)(C)C)C1=CC=CC=C1